3-(4-methoxy-3-(methoxycarbonyl)phenyl)acrylic acid COC1=C(C=C(C=C1)C=CC(=O)O)C(=O)OC